3-(Benzyloxy)-5'-oxo-2'-(2-phenylquinolin-7-yl)-5',6'-dihydro-4'H-spiro[cyclobutane-1,7'-pyrazolo[1,5-a]pyrimidine]-3'-carbonitrile C(C1=CC=CC=C1)OC1CC2(CC(NC=3N2N=C(C3C#N)C3=CC=C2C=CC(=NC2=C3)C3=CC=CC=C3)=O)C1